(1R,2S,3R,5R)-3-(4-amino-5-phenyl-7H-pyrrolo[2,3-d]pyrimidin-7-yl)-5-(((3-((4-fluorophenethyl)amino)propyl)amino)methyl)cyclopentane-1,2-diol benzene-1,4-dicarboxylate C1(=CC=C(C=C1)C(=O)O)C(=O)O.NC=1C2=C(N=CN1)N(C=C2C2=CC=CC=C2)[C@H]2[C@@H]([C@@H]([C@H](C2)CNCCCNCCC2=CC=C(C=C2)F)O)O